ClC1=CC=C(O[C@@H]2[C@@H](CCCC2)CC#C)C=C1 (1S,2S)-trans-2-(4-(chloro)phenoxy)cyclohexylprop-2-yn